FC1=C(C(=CC=C1)F)C=1C=CC(=NC1)CN(C(OC(C)(C)C)=O)[C@@H]1COCC[C@H]1O tert-butyl ((5-(2,6-difluorophenyl)pyridin-2-yl)methyl)((3R,4R)-4-hydroxytetrahydro-2H-pyran-3-yl)carbamate